C(CCCC)OCCCCCNNC(=O)C1=CC=C(CC2=C(SC=C2)C(=O)N)C=C1 (4-(2-(5-(pentyloxy)pentyl)hydrazine-1-carbonyl)benzyl)thiophene-2-carboxamide